N-benzyl-3-((tert-butyldiphenylsilyl)oxy)aniline C(C1=CC=CC=C1)NC1=CC(=CC=C1)O[Si](C1=CC=CC=C1)(C1=CC=CC=C1)C(C)(C)C